4-Tert-butyl (2S)-2-[[2-[(2,6-dioxo-3-piperidyl)oxy]-3-methyl-benzimidazol-4-yl]oxymethyl]morpholine-4-carboxylate O=C1NC(CCC1OC=1N(C2=C(N1)C=CC=C2OC[C@@H]2CN(CCO2)C(=O)OC(C)(C)C)C)=O